(E)-N-((1,2,3,5,6,7-hexahydro-s-indacen-4-yl)carbamoyl)-3-(oxetan-3-ylamino)prop-1-ene C1CCC2=C(C=3CCCC3C=C12)NC(=O)N(CC=C)C1COC1